N-tetradecylglucamine C(CCCCCCCCCCCCC)NC[C@H](O)[C@@H](O)[C@H](O)[C@H](O)CO